5-((5-(4-(1H-pyrazol-1-yl)phenyl)-1H-pyrazol-3-yl)amino)benzo[d]oxazol N1(N=CC=C1)C1=CC=C(C=C1)C1=CC(=NN1)NC=1C=CC2=C(N=CO2)C1